iodophthalic anhydride IC1=C2C(C(=O)OC2=O)=CC=C1